Urethan acrylat C(C=C)(=O)O.NC(=O)OCC